BrC1=NN(C(=C1)C(C)C)C1=CC2=C(OC(O2)(F)F)C=C1 3-bromo-1-(2,2-difluoro-1,3-benzodioxol-5-yl)-5-isopropyl-pyrazole